N-((2-(6-cyclopropyl-7-methoxy-2,3-dihydro-4H-pyrido[3,2-b][1,4]oxazin-4-yl)-1,6-naphthyridin-7-yl)methyl)-3-(methylsulfonyl)benzofuran-5-carboxamide C1(CC1)C=1C(=CC=2OCCN(C2N1)C1=NC2=CC(=NC=C2C=C1)CNC(=O)C=1C=CC2=C(C(=CO2)S(=O)(=O)C)C1)OC